(R)-4-(2-(4,7-difluoro-3,3-dimethyl-2-oxo-5-(trifluoromethyl)indol-1-yl)acetamido)-3-fluorobutyric acid methyl ester COC(C[C@H](CNC(CN1C(C(C2=C(C(=CC(=C12)F)C(F)(F)F)F)(C)C)=O)=O)F)=O